5-bromo-N-(4-morpholinyl-2-(piperidin-1-yl)phenyl)furan-2-carboxamide BrC1=CC=C(O1)C(=O)NC1=C(C=C(C=C1)N1CCOCC1)N1CCCCC1